C(=C)C=1C=C(C(=CC1)OC)O L-4-vinylguaiacol